N(=[N+]=[N-])CCOCCOCCOCCOCCOCCOCCC(N[C@H](C(N[C@H](C(=O)NC1=CC=C(C=C1)C(C(=O)O)O)CCCCNC(C1=CC=C(C=C1)C)(C1=CC=CC=C1)C1=CC=CC=C1)=O)CC1=CC=CC=C1)=O 2-(4-((23S,26S)-1-azido-23-benzyl-26-(4-((diphenyl(p-tolyl)methyl)amino)butyl)-21,24-dioxo-3,6,9,12,15,18-hexaoxa-22,25-diazaheptacosan-27-amido)phenyl)-2-hydroxyacetic acid